C(C1=CC=CC=C1)OC1=CC=C(C=C1)C12CCOCC2C1 6-(4-(benzyloxy)phenyl)-3-oxabicyclo[4.1.0]heptane